(3-(Hydroxymethyl)-4-methoxypyrazolo[1,5-a]pyridin-5-yl)carbamic acid tert-butyl ester C(C)(C)(C)OC(NC1=C(C=2N(C=C1)N=CC2CO)OC)=O